C(C)C1=NNC(=C1)N 3-ethyl-1H-pyrazol-5-amine